ClC1=C(C#N)C(=CC=N1)NC1=CC2=C(N(C(N2CCC2(OCCO2)C)=O)C)C=C1 2-chloro-4-((1-methyl-3-(2-(2-methyl-1,3-dioxolan-2-yl)ethyl)-2-oxo-2,3-dihydro-1H-benzo[d]imidazol-5-yl)amino)nicotinonitrile